N,N'-dimethylpropane-1,3-diamine CNCCCNC